ClC=1C=C2CCC[C@]3(C2=CC1)CN(C1=C(OC3)C=CC(=C1)C(=O)OC(C)(C)C)C[C@H]1[C@](CC1)(C)[C@H](C=C)O (S)-TERT-BUTYL 6'-CHLORO-5-(((1R,2R)-2-((S)-1-HYDROXYALLYL)-2-METHYLCYCLOBUTYL)METHYL)-3',4,4',5-TETRAHYDRO-2H,2'H-SPIRO[BENZO[B][1,4]OXAZEPINE-3,1'-NAPHTHALENE]-7-CARBOXYLATE